N-({2-[(ethylsulfonyl)amino]ethyl}sulfonyl)-L-alanine C(C)S(=O)(=O)NCCS(=O)(=O)N[C@@H](C)C(=O)O